(2S)-2-[(tert-butoxycarbonyl)amino]-3-cyclopropylbutanoic acid C(C)(C)(C)OC(=O)N[C@H](C(=O)O)C(C)C1CC1